1-(2-(isoxazol-3-ylamino)-2-oxoethyl)-1-(2-((4-methyl-2-((2-(trimethylammonio)ethyl)carbamoyl)thiophen-3-yl)amino)-2-oxoethyl)azepan-1-ium O1N=C(C=C1)NC(C[N+]1(CCCCCC1)CC(=O)NC1=C(SC=C1C)C(NCC[N+](C)(C)C)=O)=O